8-bromo-3,6-dimethyl-2-(1-methyl-1H-pyrazol-5-yl)quinazolin-4(3H)-one BrC=1C=C(C=C2C(N(C(=NC12)C1=CC=NN1C)C)=O)C